trimethylolpropane tris(2-bromopropionate) BrC(C(=O)O)C.BrC(C(=O)O)C.BrC(C(=O)O)C.C(O)C(CC)(CO)CO